1-(2,2,2-trifluoro-1-phenylethyl)imidazolidin-2-one FC(C(C1=CC=CC=C1)N1C(NCC1)=O)(F)F